2-((1E,3E)-4-(6-(methylamino)pyridin-3-yl)but-1,3-dienyl)benzo[d]thiazol-6-ol CNC1=CC=C(C=N1)/C=C/C=C/C=1SC2=C(N1)C=CC(=C2)O